4-(2-{5-[(3R,5R)-3-amino-5-fluoropiperidine-1-carbonyl]-7-methoxy-1-methyl-1H-1,3-benzodiazol-2-yl}-1-(cyclopropylmethyl)-1H-pyrrolo[2,3-b]pyridin-6-yl)-3,5-difluorophenol N[C@H]1CN(C[C@@H](C1)F)C(=O)C1=CC2=C(N(C(=N2)C2=CC=3C(=NC(=CC3)C3=C(C=C(C=C3F)O)F)N2CC2CC2)C)C(=C1)OC